C(CC)[C@@H]1CC[C@H](CC1)C1=C(C=CC=C1)C1=CC=C(C=C1)CC trans-4-propylcyclohexyl-4'-Ethylbiphenyl